CNC(=O)C=1NC=CC=CC1 N-methylazepine-2-carboxamide